C1CC12CCN(CC2)C=2C=C(C=CC2N2N=NC(=C2)C2=NC(=NC(=C2)C)N2[C@@H](CC(C[C@@H]2C)(F)F)C)NS(=O)(=O)CCO N-(3-{6-azaspiro[2.5]octane-6-yl}-4-(4-{2-[(2R,6S)-4,4-Difluoro-2,6-dimethylpiperidin-1-yl]-6-methylpyrimidin-4-yl}-1H-1,2,3-triazol-1-yl)phenyl)-2-Hydroxyethane-1-sulfonamide